dimethyl-piperidine fumarate C(\C=C\C(=O)O)(=O)O.CC1(CCNCC1)C